tert-Butyl N-[[2-benzyloxy-4-[(3S)-3-[tert-butyl(dimethyl)silyl]oxybutoxy]-2-(trifluoromethyl)butanoyl]amino]carbamate C(C1=CC=CC=C1)OC(C(=O)NNC(OC(C)(C)C)=O)(CCOCC[C@H](C)O[Si](C)(C)C(C)(C)C)C(F)(F)F